6-Amino-3-(4'-chloro-3-(4-ethyl-1H-pyrazol-1-yl)-1',2'-dihydrospiro[cyclopentane-1,3'-pyrrolo[2,3-b]pyridin]-5'-yl)-2-fluoro-N,N-dimethylbenzamide NC1=CC=C(C(=C1C(=O)N(C)C)F)C=1C(=C2C(=NC1)NCC21CC(CC1)N1N=CC(=C1)CC)Cl